C(C)C1(CN(C1)C(C)=O)F 1-(3-ethyl-3-fluoro-azetidin-1-yl)ethanone